biphenyl-4,4'-dicarboxylic acid diamide C1(=CC=C(C=C1)C(=O)N)C1=CC=C(C=C1)C(=O)N